4-(3-(4-amino-3-(4-phenoxyphenyl)-1H-pyrazolo[3,4-d]pyrimidin-1-yl)piperidin-1-yl)-N-(2-aminophenyl)butyramide NC1=C2C(=NC=N1)N(N=C2C2=CC=C(C=C2)OC2=CC=CC=C2)C2CN(CCC2)CCCC(=O)NC2=C(C=CC=C2)N